O1CCC(C2=CC=CC=C12)O 4-chromanol